9-[4-chloro-6-[[1-(morpholinomethyl)cyclopropyl]methoxy]-1,3,5-triazin-2-yl]-1,3,9-triazaspiro[4.5]decane-2,4-dione ClC1=NC(=NC(=N1)OCC1(CC1)CN1CCOCC1)N1CCCC2(C(NC(N2)=O)=O)C1